5-chloro-3-fluoro-2-((3-(piperidin-4-yl)phenoxy)methyl)pyridine hydrochloride salt Cl.ClC=1C=C(C(=NC1)COC1=CC(=CC=C1)C1CCNCC1)F